C(=O)C1=C(C=NC(=C1)OC)OCC=1C(=NC=CC1)C#N 3-((4-formyl-6-methoxypyridin-3-yloxy)methyl)picolinonitrile